C(C=C)(=O)N1C[C@@H](CC1)N1C(N(C2=CC=C(C=C2C1=O)S(=O)(=O)NC1(CC1)C)CC1CC1)=O (R)-3-(1-acryloylpyrrolidin-3-yl)-1-(cyclopropylmethyl)-N-(1-methyl-cyclopropyl)-2,4-dioxo-1,2,3,4-tetrahydroquinazoline-6-sulfonamide